5-hydroxymethyl-furfuryl-amine OCC1=CC=C(CN)O1